CCCCCCCCCC(=O)OC1CCC2(C3CCC4(C(C3CC=C2C1)CCC4C(C)CCCC(C)C)C)C cholesteryl caprinate